C(C)(C)(C)OC(=O)N1C(CC1)SC1=C(C=CC(=C1)C(=O)OCC)C ((5-(ethoxycarbonyl)-2-methylphenyl)thio)azetidine-1-carboxylic acid tert-butyl ester